bis(cyclopentadienyl)bis[2,6-difluoro-3-(N-(3-oxaheptyl)benzoylamino)phenyl]titanium C1(C=CC=C1)[Ti](C1=C(C(=CC=C1F)N(CCOCCCC)C(C1=CC=CC=C1)=O)F)(C1=C(C(=CC=C1F)N(CCOCCCC)C(C1=CC=CC=C1)=O)F)C1C=CC=C1